[Si](C1=CC=CC=C1)(C1=CC=CC=C1)(C(C)(C)C)O[C@@H]1C[C@H]([C@@H](O[C@H]1C)O[C@@H](CC/C=C/C(=O)OC(C)(C)C)C)O tert-butyl (R,E)-6-(((2R,3R,5R,6S)-5-((tert-butyldiphenylsilyl)oxy)-3-hydroxy-6-methyltetrahydro-2H-pyran-2-yl)oxy)hept-2-enoate